5-benzo[1,3]dioxol-5-yl-1-(1H-benzoimidazol-5-yl)-4-(3-(2-oxo-pyrrolidin-1-yl)-propylimino)-imidazolidin-2-one O1COC2=C1C=CC(=C2)C2C(NC(N2C2=CC1=C(NC=N1)C=C2)=O)=NCCCN2C(CCC2)=O